2,2'-bithiophene S1C(=CC=C1)C=1SC=CC1